4-(3,3-dimethyloxiran-2-yl)-6,6-dimethyl-5,6-dihydropyridin-2(1H)-one CC1(C(O1)C1=CC(NC(C1)(C)C)=O)C